FC1=C(C=CC=C1)CC(=O)C1=CNC2=CC=CC=C12 2-(2-fluorophenyl)-1-(1H-indol-3-yl)ethanone